NCC1=C(C=C(CN2C(NC3=C2C=CC=C3)=O)C=C1)Cl (4-(aminomethyl)-3-chlorobenzyl)-1,3-dihydro-2H-benzo[d]imidazol-2-one